6-(4-methyl-1H-imidazol-1-yl)pyridazine-3-carbaldehyde CC=1N=CN(C1)C1=CC=C(N=N1)C=O